N-(1-benzyl-3-(3,4-dichlorophenyl)pyrrolidin-3-yl)-4-(4-(trifluoromethyl)phenoxy)benzene-sulfonamide C(C1=CC=CC=C1)N1CC(CC1)(C1=CC(=C(C=C1)Cl)Cl)NS(=O)(=O)C1=CC=C(C=C1)OC1=CC=C(C=C1)C(F)(F)F